7-(3-ethoxy-3-oxopropyl)-1,3,4,5-tetrahydro-2H-benzo[c]azepin-2-carboxylic acid tert-butyl ester C(C)(C)(C)OC(=O)N1CC2=C(CCC1)C=C(C=C2)CCC(=O)OCC